C1(=CC=CC=C1)N1C2=CC=CC=C2C=2C3=C(C=4C=CC=CC4NB13)C=CC2 8-phenyl-8H,9H-8,9-diaza-8a-borabenzo[fg]tetracene